C1(=CC=CC=C1)C1=C(C(=C(C=C1)C1=CC=CC=2[Se]C3=C(C21)C=CC=C3)C3=NN=NC=C3)C3=C(C=CC=C3)C3=CC=CC=C3 [(phenyl)(biphenylyl)triazinylphenyl]dibenzoselenophene